ClC=1C=C2C=C(C(=NC2=CC1)C1=CC=CC=C1)OC1=CC(=C(C=C1)OC)OC 6-chloro-3-(3,4-dimethoxyphenoxy)-2-phenylquinoline